Benzyldiethyl(2,6-xylylcarbamoyl)-methylammonium benzoate C(C1=CC=CC=C1)(=O)[O-].C(C1=CC=CC=C1)C[N+](C(NC1=C(C=CC=C1C)C)=O)(CC)CC